FC1(CCN(CC1)C)CNC(OC(C)(C)C)=O tert-butyl ((4-fluoro-1-methylpiperidin-4-yl)methyl)carbamate